(S)-4-(4-acryloyl-2-methylpiperazin-1-yl)-7-(5-amino-2,3,4-trifluorophenyl)-6-chloro-1-(2-isopropyl-4-methylpyridin-3-yl)-2-oxo-1,2-dihydro-1,8-naphthyridine-3-carbonitrile C(C=C)(=O)N1C[C@@H](N(CC1)C1=C(C(N(C2=NC(=C(C=C12)Cl)C1=C(C(=C(C(=C1)N)F)F)F)C=1C(=NC=CC1C)C(C)C)=O)C#N)C